2-fluoro-4-(1H-pyrazol-1-yl)benzonitrile FC1=C(C#N)C=CC(=C1)N1N=CC=C1